5-amino-2-(tert-butoxycarbonylamino)-5-oxo-pentanoic acid NC(CCC(C(=O)O)NC(=O)OC(C)(C)C)=O